BrC1=NC(=C(C=C1N)OCCOC)OC 2-bromo-6-methoxy-5-(2-methoxyethoxy)pyridin-3-amine